C(C)(=O)N1CCC(CC1)C1=NC2=CC=C(C=C2C=N1)C=O 2-(1-Acetylpiperidin-4-yl)quinazoline-6-carbaldehyde